CCCCCCCCC(CCCCCCCC)OC(CCCCN(CCCCCCCCCCC(=O)OCCCCC)CCCNC1=C(C(C1=O)=O)NC)=O Pentyl 11-((5-(heptadecan-9-yloxy)-5-oxopentyl)(3-((2-(methylamino)-3,4-dioxocyclobut-1-en-1-yl)amino)propyl)amino)undecanoate